C(C)OC1=NC=CC=C1C1=CC(=C2C(=N1)C(=NN2C(C)C)C)NCC=2C=NC=C(C2)OC 5-(2-ethoxy-3-pyridyl)-1-isopropyl-N-[(5-methoxy-3-pyridyl)methyl]-3-methyl-pyrazolo[4,3-b]pyridin-7-amine